5-(2-bromo-3-ethyl-4-fluorobenzyl)-N-methoxy-N-methyl-1H-pyrazole-4-carboxamide BrC1=C(CC2=C(C=NN2)C(=O)N(C)OC)C=CC(=C1CC)F